FC(C(=O)O)(F)F.NC1CCC(CC1)NC=1C=C(C(N(N1)C1CC1)=O)C(F)(F)F 6-(((1S,4S)-4-aminocyclohexyl)amino)-2-cyclopropyl-4-(trifluoromethyl)pyridazin-3(2H)-one trifluoroacetate